NC=1C(=NC(=CC1Cl)Cl)C(=O)[O-] 3-amino-4,6-dichloropicolinate